N-(4-((R*)-2-(2,3-difluorophenyl)butyl)-6-(((R)-1-hydroxy-4-methylpentan-2-yl)amino)-1,3,5-triazin-2-yl)methanesulfonamide FC1=C(C=CC=C1F)[C@@H](CC1=NC(=NC(=N1)N[C@@H](CO)CC(C)C)NS(=O)(=O)C)CC |o1:8|